1-methyl-5-(quinolin-5-yl)-N-(2-(trifluoromethyl)pyridin-4-yl)-1H-imidazole-2-carboxamide CN1C(=NC=C1C1=C2C=CC=NC2=CC=C1)C(=O)NC1=CC(=NC=C1)C(F)(F)F